2-((2-(3-(tert-butyl)phenyl)-1H-pyrrolo[2,3-c]pyridin-5-yl)oxy)acetic acid C(C)(C)(C)C=1C=C(C=CC1)C1=CC=2C(=CN=C(C2)OCC(=O)O)N1